P(O)(=O)(OP(=O)(O)OP(=O)(O)O)OC[C@@H]1[C@H]([C@H]([C@@H](O1)N1C(=O)N=C(NC(CCCC)=O)C=C1)O)O N4-Valerylcytidine triphosphate